FC=1C=NN(C1)C1=CC=C(C=N1)[C@H](C)NC(=O)C1(CCN(CC1)C1=NC(=CC(=N1)CCCCNC(OC(C)(C)C)=O)NC1=NNC(=C1)C)OC tert-butyl (S)-(4-(2-(4-((1-(6-(4-fluoro-1H-pyrazol-1-yl)pyridin-3-yl)ethyl)carbamoyl)-4-methoxypiperidin-1-yl)-6-((5-methyl-1H-pyrazol-3-yl)amino)pyrimidin-4-yl)butyl)carbamate